2-Propanyl 4-{(3S,5aR,6R,7R,8aS)-6-[(1E,3R)-4-(2-fluorophenoxy)-3-hydroxy-1-buten-1-yl]-7-hydroxyoctahydro-2H-cyclopenta[b]oxepin-3-yl}butanoate FC1=C(OC[C@@H](/C=C/[C@H]2[C@@H](C[C@@H]3OC[C@H](CC[C@@H]32)CCCC(=O)OC(C)C)O)O)C=CC=C1